(3S,5S,8R,9S,10S,13S,14S,17R)-3-ethyl-10,13-dimethyl-17-((2S,5S)-1,1,1-trifluoro-5-hydroxy-6-methylheptan-2-yl)hexadecahydro-1H-cyclopenta[a]phenanthren-3-ol C(C)[C@@]1(CC[C@@]2([C@H]3CC[C@@]4([C@H](CC[C@H]4[C@@H]3CC[C@H]2C1)[C@@H](C(F)(F)F)CC[C@@H](C(C)C)O)C)C)O